1-ethylquinolin C(C)N1CC=CC2=CC=CC=C12